BrC=1C=C(C=2N(C1)N=CC2C#N)C=2C=NC(=CC2)N2CC1N(C(C2)C1)CC=1C=NC(=C(C1)F)OC 6-bromo-4-(6-(6-((5-fluoro-6-methoxypyridin-3-yl)methyl)-3,6-diazabicyclo[3.1.1]heptane-3-yl)pyridin-3-yl)pyrazolo[1,5-a]pyridine-3-carbonitrile